NC=1N=NC(=CC1C#CCCNC(OC(C)(C)C)=O)Cl tert-butyl N-[4-(3-amino-6-chloropyridazin-4-yl)but-3-yn-1-yl]carbamate